1,3-bis-(tert-butylperoxy-isopropyl)benzene C(C)(C)(C)OOC(C)(C)C1=CC(=CC=C1)C(C)(C)OOC(C)(C)C